C(C)(C)(C)OC(=O)N1N=C(C=C1)OCC(C(F)(F)F)(C)CO[Si](C1=CC=CC=C1)(C1=CC=CC=C1)C(C)(C)C.C(C)SC1=NC2=CC=C(C=C2C(=C1C#N)NC1=C(C=CC=C1)OC)C 2-ethylthio-3-cyano-4-(2-methoxyphenyl)amino-6-methylquinoline Tert-Butyl-3-[2-[[tert-butyl(diphenyl)silyl]oxymethyl]-3,3,3-trifluoro-2-methyl-propoxy]pyrazole-1-carboxylate